chloro-5-(2-chloro-4-fluorophenyl)-4H-benzo[e][1,2,4]thiadiazine 1,1-dioxide ClC1=NS(C2=C(N1)C(=CC=C2)C2=C(C=C(C=C2)F)Cl)(=O)=O